trans-N-(8-amino-6-chloro-2,7-naphthyridin-3-yl)-2-(1-methyl-1H-pyrazol-4-yl)cyclopropane-1-carboxamide NC=1N=C(C=C2C=C(N=CC12)NC(=O)[C@H]1[C@@H](C1)C=1C=NN(C1)C)Cl